(S)-N-(2-((4-(1-(4-methoxybenzyl)-3,5-dimethyl-1H-pyrazol-4-yl)phenyl)amino)-1-(4-methylcyclohexyl)-2-oxoethyl)-1-methyl-1H-pyrazole-5-carboxamide COC1=CC=C(CN2N=C(C(=C2C)C2=CC=C(C=C2)NC([C@H](C2CCC(CC2)C)NC(=O)C2=CC=NN2C)=O)C)C=C1